(1-methyl-1H-pyrazol-4-yl)-8-(2-methylpyridin-4-yl)imidazo[1,2-c]pyrimidin-5-amine CN1N=CC(=C1)C=1N=C2N(C(=NC=C2C2=CC(=NC=C2)C)N)C1